(1S,2R,3S,4R)-2,3-Dihydroxy-N-methyl-4-(6,7,8,9-tetrahydro-2H-2,3,5,6-tetraazabenzo[cd]azulen-2-yl)cyclopentane-1-carboxamide O[C@@H]1[C@H](C[C@H]([C@@H]1O)N1C=C2CCCNC=3C2=C1N=CN3)C(=O)NC